O=C1NC(CCC1N1C(C2=CC=C(C=C2C1)CN1CCN(CC1)C(=O)OC(C)(C)C)=O)=O tert-butyl 4-((2-(2,6-dioxopiperidin-3-yl)-1-oxoisoindoline-5-yl)methyl)piperazine-1-carboxylate